CNC(=O)[C@@H]1[C@H]([C@H]([C@@H](O1)N2C=NC3=C(N=CN=C32)NCC4=CC(=C(C=C4)N)I)O)O The molecule is a derivative of adenosine in which the 5'-hydroxymethyl group is replaced by N-ethylcarboxamido and one of the hydrogens of the exocyclic amino function is substituted by a 3-iodo-4-aminobenzyl group. It is a member of adenosines, an organoiodine compound and a monocarboxylic acid amide. It derives from an adenosine.